ClC=1C(=NC=C(C1)Cl)N1N=C(C=C1)N 1-(3,5-dichloropyridin-2-yl)-1H-pyrazol-3-amine